C(C)(C)(C)C=1SC(=C(N1)C=1C(=C(C=CC1)CCC)F)C1=NC(=NC=C1)NC1=CC=C(C=C1)C1CCN(CC1)CC1CCN(CC1)C1=NC=C(C=C1)C1C(NC(CC1)=O)=O (3-(2-(tert-butyl)-5-(2-((4-(1-((1-(5-(2,6-dioxopiperidin-3-yl)pyridin-2-yl)piperidin-4-yl)methyl)piperidin-4-yl)phenyl)amino)pyrimidin-4-yl)thiazol-4-yl)-2-fluorophenyl)propane